(E)-9-(non-3-en-1-yl)-10-octyl-nonadecanoic acid C(C\C=C\CCCCC)C(CCCCCCCC(=O)O)C(CCCCCCCCC)CCCCCCCC